CC=1C=C(C=NC1)NC(=O)C1(CC1)NC(OC(C)(C)C)=O tert-butyl (1-((5-methylpyridin-3-yl)carbamoyl)cyclopropyl)carbamate